1-(3-(((1S,3S)-3-((5-(6-oxopyridazin-1(6H)-yl)pyridin-2-yl)amino)cyclopentyl)amino)-1,2,4-oxadiazol-5-yl)cyclobutane-1-carboxylic acid O=C1C=CC=NN1C=1C=CC(=NC1)N[C@@H]1C[C@H](CC1)NC1=NOC(=N1)C1(CCC1)C(=O)O